BrC1=C(C=C(C=C1)C(C)(C)NC(OC(C)(C)C)=O)O tert-butyl (2-(4-bromo-3-hydroxyphenyl)propan-2-yl)carbamate